[Pt](Cl)Cl platinum dichloride